(S)-4-amino-N-(5-(1-aminopropyl)pyridin-3-yl)-1-(4-(methoxymethyl)-2,6-dimethylphenyl)-6-oxo-1,6-dihydropyrimidine-5-carboxamide NC=1N=CN(C(C1C(=O)NC=1C=NC=C(C1)[C@H](CC)N)=O)C1=C(C=C(C=C1C)COC)C